[SH3+].F[P+](F)(F)F perfluorophosphonium sulfonium